N2-[(9H-fluoren-9-ylmethoxy)carbonyl]-L-lysine, hydrochloride Cl.C1=CC=CC=2C3=CC=CC=C3C(C12)COC(=O)N[C@@H](CCCCN)C(=O)O